Dilinoleyl Ketone C(CCCCCCC\C=C/C\C=C/CCCCC)C(=O)CCCCCCCC\C=C/C\C=C/CCCCC